C1(CC1)C1=CC(=NN1CC(F)(F)F)COC1=NC=CC(=C1)C1=NOC(=N1)C(F)(F)F 2-{[5-cyclopropyl-1-(2,2,2-trifluoroethyl)-1H-pyrazol-3-yl]methoxy}-4-[5-(trifluoromethyl)-1,2,4-oxadiazol-3-yl]pyridine